2-(2-Hydroxy-3-nitrophenyl)-4,6-dihydropyrrolo[3,4-c]pyrazole-5(2H)-carboxylate OC1=C(C=CC=C1[N+](=O)[O-])N1N=C2C(=C1)CN(C2)C(=O)[O-]